methyl(5-((4-(3,5-dimethyl-4-(methylsulfonyl)piperazin-1-yl)phenyl)thio)-1H-benzo[d]imidazol-2-yl)carbamate COC(NC1=NC2=C(N1)C=CC(=C2)SC2=CC=C(C=C2)N2CC(N(C(C2)C)S(=O)(=O)C)C)=O